7-(4-((4-aminopiperidin-1-yl)methyl)benzyl)-2-butoxyimidazo[2,1-f][1,2,4]triazin-4-amine NC1CCN(CC1)CC1=CC=C(CC2=CN=C3C(=NC(=NN32)OCCCC)N)C=C1